C(#N)C1=C(C=C(C=C1)C(=O)OC)C=1C=C2C(=NN(C2=CC1)C(C1=CC=CC=C1)(C1=CC=CC=C1)C1=CC=CC=C1)NC(=O)[C@H]1CN(CCC1)C(=O)OC(C)(C)C tert-Butyl (3R)-3-({5-[2-cyano-5-(methoxycarbonyl)phenyl]-1-trityl-1H-indazol-3-yl}carbamoyl)piperidine-1-carboxylate